C(C1=C(C(=CC2=CC=CC=C12)C(C)(C)O)OCOCC)C1=C(C(=CC2=CC=CC=C12)C(C)(C)O)OCOCC 2,2'-(methylenebis(3-(ethoxymethoxy)naphthalene-4,2-diyl))bis(propan-2-ol)